1-(3-amino-6-bromopyrazin-2-yl)pyrazole-4-carboxamide NC=1C(=NC(=CN1)Br)N1N=CC(=C1)C(=O)N